C1(=C(CCCC1)C(=O)O)C1=CCCCC1 bicyclohexeneformic acid